(p-t-butoxyphenyl)diphenylsulfonium triflate [O-]S(=O)(=O)C(F)(F)F.C(C)(C)(C)OC1=CC=C(C=C1)[S+](C1=CC=CC=C1)C1=CC=CC=C1